C1(CC1)C(C=1C=C(C=CC1)CCCC(=O)O)(F)F 4-(3-(cyclopropyl-difluoromethyl)phenyl)butanoic acid